Bis(3,4-dimethylphenyl)ethane CC=1C=C(C=CC1C)C(C)C1=CC(=C(C=C1)C)C